C(C)N1N=CC(=C1)C1=CC=2N(N=C1C)C(=CN2)C=2C(=NC1=NC=CC=C1C2)C2=NC=CC=C2 (7-(1-ethyl-1H-pyrazol-4-yl)-6-methylimidazo[1,2-b]pyridazin-3-yl)-2-(pyridin-2-yl)-1,8-naphthyridine